C(CCC)C=1C(CC(CC1O)CC(C)SCC)=O 2-butyl-5-(2-ethylthio-propyl)-3-hydroxy-cyclohex-2-enone